CC1=CC(=C(O1)CC(=O)N)C1=CC=CC=C1 2-(5-methyl-3-phenylfuran-2-yl)acetamide